N-(2-(syn-4,4-difluoro-2-methylcyclohexyl)-4-(2,5-difluorophenyl)pyridin-3-yl)-3-methoxyisoxazole-5-carboxamide FC1(CC(C(CC1)C1=NC=CC(=C1NC(=O)C1=CC(=NO1)OC)C1=C(C=CC(=C1)F)F)C)F